N-(5-((2-(5-azaspiro[2.4]heptan-5-yl)ethyl)carbamoyl)-2-methylpyridin-3-yl)-2-(1,3-dimethyl-1H-pyrazol-4-yl)pyrazolo[5,1-b]thiazole-7-carboxamide C1CC12CN(CC2)CCNC(=O)C=2C=C(C(=NC2)C)NC(=O)C=2C=NN1C2SC(=C1)C=1C(=NN(C1)C)C